C1(=C(C(=C(C=2C3=C(C(=C(C(=C3N(C12)C=1C=C(C=CC1)NC1=C(C=CC=C1C1=CC=CC=C1)C1=CC=CC=C1)[2H])[2H])[2H])[2H])[2H])[2H])[2H])[2H] N-(3-(9H-carbazol-9-yl-d8)phenyl)-[1,1':3',1''-terphenyl]-2'-amine